1-(2-((2-(difluoromethylene)tetrahydro-1H-pyrrolizin-7a-yl)methoxy)-7-(8-ethyl-7-fluoro-3-hydroxynaphthalen-1-yl)-5,6,7,8-tetrahydropyrido[3,4-d]pyrimidin-4-yl)-3-methylpiperidin-3-ol FC(=C1CC2(CCCN2C1)COC=1N=C(C2=C(N1)CN(CC2)C2=CC(=CC1=CC=C(C(=C21)CC)F)O)N2CC(CCC2)(O)C)F